(S)-3-(2-chloro-4-(2-(3-chloro-4-((S)-3-chloro-2-hydroxypropoxy)phenyl)propan-2-yl)phenoxy)propane-1,2-diol ClC1=C(OC[C@H](CO)O)C=CC(=C1)C(C)(C)C1=CC(=C(C=C1)OC[C@@H](CCl)O)Cl